[N+](=O)([O-])N1C(=CC2=CC=CC=C12)C1=CC=CC=C1 N-nitrophenyl-indole